N1N=CC2C1C(NC2)=O 3a,4,5,6a-tetrahydro-1H-pyrrolo[3,4-c]pyrazol-6-one